Dibenzylhafnium [2',2'''-([2,2'-bithiazole]-4,4'-diyl)bis(3-(9H-carbazol-9-yl)-5-methyl-[1,1'-biphenyl]-2-olate)] S1C(=NC(=C1)C1=C(C=CC=C1)C=1C(=C(C=C(C1)C)N1C2=CC=CC=C2C=2C=CC=CC12)[O-])C=1SC=C(N1)C1=C(C=CC=C1)C=1C(=C(C=C(C1)C)N1C2=CC=CC=C2C=2C=CC=CC12)[O-].C(C1=CC=CC=C1)[Hf+2]CC1=CC=CC=C1